2-(3,5-bis-trifluoromethyl-phenyl)-N-[4-(4-fluoro-2-methyl-phenyl)-6-(3-hydroxymethyl-phenyl)-pyridin-3-yl]-N-methyl-isobutyramide FC(C=1C=C(C=C(C1)C(F)(F)F)C(C(=O)N(C)C=1C=NC(=CC1C1=C(C=C(C=C1)F)C)C1=CC(=CC=C1)CO)(C)C)(F)F